BrCCCCOCCOCCOCCOCC1=CC=CC=C1 15-bromo-1-phenyl-2,5,8,11-tetraoxapentadecane